2-(1-pyrrolidinyl)pyridine-3-carbaldehyde N1(CCCC1)C1=NC=CC=C1C=O